O1CCN(CC1)C1=NC(=C2C=C(C=NC2=C1)NS(=O)(=O)C)OC1CCC(CC1)NC=1C=NC=CC1 N-[7-morpholino-5-[4-(3-pyridylamino)cyclohexoxy]-1,6-naphthyridin-3-yl]methanesulfonamide